C1(=CC=CC=C1)SC=1C=C2C=NNC(C2=CC1)=O 6-(phenylsulfanyl)phthalazin-1(2H)-one